N-(1-(3,5-difluorophenyl)ethyl)-3-(5-(piperidin-4-ylmethyl)-1,4,5,6-tetrahydropyrrolo[3,4-d]imidazol-2-yl)-1H-indazol-5-amine FC=1C=C(C=C(C1)F)C(C)NC=1C=C2C(=NNC2=CC1)C1=NC2=C(N1)CN(C2)CC2CCNCC2